1,2-diphenylpropan-1-one C1(=CC=CC=C1)C(C(C)C1=CC=CC=C1)=O